N(=[N+]=[N-])C1=CC(=CC(=C1)CBr)CBr 1-azido-3,5-bis(bromomethyl)benzene